tert-butyl 5-amino-4-(1-((4-(((tert-butoxycarbonyl)-amino)methyl)-phenoxy)methyl)-4-oxo-4H-thieno[3,4-c]pyrrol-5(6H)-yl)-5-oxopentanoate NC(C(CCC(=O)OC(C)(C)C)N1CC=2C(C1=O)=CSC2COC2=CC=C(C=C2)CNC(=O)OC(C)(C)C)=O